C(=CC)N1CCN(CC1)C1=C(C(=NC2=C(C(=C(C=C12)Cl)C1=CC=C(C2=C1N=C(S2)N)F)F)C2=CC(=CC=C2)CN(C)C)C#N 4-(4-propenylpiperazin-1-yl)-7-(2-amino-7-fluorobenzo[d]thiazol-4-yl)-6-chloro-2-(3-((dimethylamino)methyl)phenyl)-8-fluoroquinoline-3-carbonitrile